8-(4-(4,6-di(naphthalen-2-yl)-1,3,5-triazin-2-yl)phenyl)quinolone C1=C(C=CC2=CC=CC=C12)C1=NC(=NC(=N1)C1=CC2=CC=CC=C2C=C1)C1=CC=C(C=C1)C=1C=CC=C2C=CC(NC12)=O